1,3-dimethoxyanthracene COC1=CC(=CC2=CC3=CC=CC=C3C=C12)OC